2-[6-bromoimidazo[1,5-a]pyridin-1-yl]-4,5-dihydro-1H-imidazole BrC=1C=CC=2N(C1)C=NC2C=2NCCN2